FC(C1=NN=C(S1)N1C(N(C2=C1C=C(C=C2C=2CCNCC2)S(=O)(=O)NC2(COC2)CF)CC)=O)F 3-[5-(difluoromethyl)-1,3,4-thiadiazol-2-yl]-1-ethyl-N-[3-(fluoromethyl)oxetan-3-yl]-2-oxo-7-(1,2,3,6-tetrahydropyridin-4-yl)benzimidazole-5-sulfonamide